3-(1'-(cyclopropanecarbonyl)spiro[cyclopropane-1,3'-indolin]-6'-yl)-5,5-dimethylimidazolidine-2,4-dione C1(CC1)C(=O)N1CC2(C3=CC=C(C=C13)N1C(NC(C1=O)(C)C)=O)CC2